1-Methylimidazol chlorid [Cl-].CN1C=NC=C1